N[C@@H]1[C@@H](OCC12CCN(CC2)C2=CC(N(C(=N2)C)C2=C(C(=CC=C2)Cl)Cl)=O)C 6-((3S,4S)-4-amino-3-methyl-2-oxa-8-azaspiro[4.5]decan-8-yl)-3-(Ra)-(2,3-dichlorophenyl)-2-methylpyrimidin-4(3H)-one